(S)-2-chloromandelic acid ClC1=C([C@@H](C(=O)O)O)C=CC=C1